2-(1-Adamantyl)acetic acid C12(CC3CC(CC(C1)C3)C2)CC(=O)O